C(C)(C)(C)OC(=O)N[C@@H](CC(=O)OCC)C=1C=C(C=C(C1)C(F)(F)F)C1=C(C=C(C=C1OS(=O)(=O)C(F)(F)F)F)C Ethyl (S)-3-((tert-butoxycarbonyl)amino)-3-(4'-fluoro-2'-methyl-5-(trifluoromethyl)-6'-(((trifluoromethyl)sulfonyl)oxy)-[1,1'-biphenyl]-3-yl)propanoate